2-(((7-(4-Isopropylphenyl)-2,3-dihydrobenzofuran-5-yl)amino)methyl)acrylic acid C(C)(C)C1=CC=C(C=C1)C1=CC(=CC=2CCOC21)NCC(C(=O)O)=C